β,β,1-trimethyl-L-tryptophane amide CC([C@H](N)C(=O)N)(C1=CN(C2=CC=CC=C12)C)C